6-((5-(4-fluorophenyl)oxazol-2-yl)amino)-N-hydroxypyridazine-3-carboximidamide FC1=CC=C(C=C1)C1=CN=C(O1)NC1=CC=C(N=N1)C(NO)=N